N-(5-(4-cyano-5-(3,4-dimethoxyphenyl)pyridin-3-yl)thiophen-3-yl)pentanamide C(#N)C1=C(C=NC=C1C1=CC(=C(C=C1)OC)OC)C1=CC(=CS1)NC(CCCC)=O